ClC1=C(COC2=C(\C=N/C3=CC=C(N(C)C)C=C3)C=CC(=C2)C)C=CC(=C1)Cl (Z)-4-((2-(2,4-dichlorobenzyloxy)-4-methylbenzylidene)amino)-N,N-dimethylaniline